FC(OCC(=O)O)F 2-(difluoromethoxy)acetic acid